((5-Bromo-6-methylpyridin-2-yloxy)methyl)cyclohexanol BrC=1C=CC(=NC1C)OCC1(CCCCC1)O